2-chloro-N-{5-[(5R)-7-chloro-4,4-difluoro-5-hydroxy-5-(hydroxymethyl)-2,3,4,5-tetrahydro-1H-1-benzazepin-1-carbonyl]pyridin-2-yl}-5-fluorobenzamide ClC1=C(C(=O)NC2=NC=C(C=C2)C(=O)N2CCC([C@@](C3=C2C=CC(=C3)Cl)(CO)O)(F)F)C=C(C=C1)F